FC=1C=C(C(=O)NCC2=CC(=CC=C2)C(F)(F)F)C=CC1B1OC(C(O1)(C)C)(C)C 3-fluoro-4-(4,4,5,5-tetramethyl-1,3,2-dioxaborolan-2-yl)-N-(3-(trifluoromethyl)benzyl)benzamide